propyl acrylate C(C=C)(=O)OCCC